2-(3-phenylpropyl)-5-(pyrrolidin-1-yl)thiazole C1(=CC=CC=C1)CCCC=1SC(=CN1)N1CCCC1